ClC=1C(=C(C=CC1)C1(CCC1)N1[C@@H](C[C@@](CC1)(C(=O)O)CC1=NC(=CC=C1F)NC1=NNC(=C1)C)C)F (2R,4R)-1-(1-(3-chloro-2-fluoro-phenyl)cyclobutyl)-4-((3-fluoro-6-((5-methyl-1H-pyrazol-3-yl)-amino)pyridin-2-yl)methyl)-2-methylpiperidine-4-carboxylic acid